ClC=1C=C(C(=O)OC)C=CC1O methyl 3-chloro-4-hydroxybenzoate